OC1=CC(=NC2=CC=CC(=C12)C#C[Si](C(C)C)(C(C)C)C(C)C)N(C(OC(C)(C)C)=O)C(=O)OC(C)(C)C tert-butyl (4-hydroxy-5-((triisopropylsilyl)ethynyl)quinolin-2-yl)(tert-butoxycarbonyl)carbamate